5-(3-(4-(2-((1S,4S)-2,5-diazabicyclo[2.2.1]hept-2-yl)ethoxy)-3-ethylphenyl)-4,4-dimethyl-5-oxo-2-thioxoimidazolidin-1-yl)-3-(trifluoromethyl)pyridinecarbonitrile [C@@H]12N(C[C@@H](NC1)C2)CCOC2=C(C=C(C=C2)N2C(N(C(C2(C)C)=O)C=2C=C(C(=NC2)C#N)C(F)(F)F)=S)CC